2-{6-[(3S)-3-cyclopropylpiperazin-1-yl]pyridazin-3-yl}-5-[1-(2H3)methyl-1H-pyrazol-4-yl]pyridin-3-ol C1(CC1)[C@H]1CN(CCN1)C1=CC=C(N=N1)C1=NC=C(C=C1O)C=1C=NN(C1)C([2H])([2H])[2H]